(R)-2-(6-methylpyridin-3-yl)-6-(4-(2-(((R)-tetrahydrofuran-3-yl)oxy)phenyl)piperidin-1-yl)-2-azaspiro[3.4]octane CC1=CC=C(C=N1)N1CC2(C1)C[C@@H](CC2)N2CCC(CC2)C2=C(C=CC=C2)O[C@H]2COCC2